OC(CC(S(=O)O)O)S(=O)O 1,3-dihydroxypropane-1,3-disulfinic acid